C1CCC(CC1)N(C(=O)NCCCl)N=O chloroethyl-cyclohexyl-nitrosourea